4-((2-chloropyridin-4-yl)oxy)-2-fluoroaniline ClC1=NC=CC(=C1)OC1=CC(=C(N)C=C1)F